diglycidyl-bisphenol A dimethacrylate C(C(=C)C)(=O)O.C(C(=C)C)(=O)O.C(C1CO1)C=1C(=C(O)C=CC1C(C)(C)C1=CC=C(C=C1)O)CC1CO1